(6s,8as)-6-(hydroxymethyl)tetrahydro-1H-pyrrolo[2,1-c][1,4]oxazin-4(3H)-one OC[C@@H]1CC[C@H]2COCC(N21)=O